(S)-3-methyl-4-carbonyl-2-oxa-8-azaspiro[4.5]decane-8-carboxylic acid tert-butyl ester C(C)(C)(C)OC(=O)N1CCC2(C([C@@H](OC2)C)=C=O)CC1